8-chloro-2-phenyl-1(2H)-isoquinolinone ClC=1C=CC=C2C=CN(C(C12)=O)C1=CC=CC=C1